C(C)OC1=C(C=C(C=C1)S(=O)(=O)N1CCN(CC1)CC)C1=NN2C(C(N1)=O)=C(N=C2CCC)C 2-[2-ethoxy-5-(4-ethylpiperazine-1-sulfonyl)phenyl]-5-methyl-7-propyl-3H-imidazo[5,1-f][1,2,4]triazine-4-one